The molecule is a member of the class of carbazoles that is 9H-carbazole which is substituted by acetyl groups at positions 3 and 6, and by a 2-isopropylethyl group on the nitrogen atom (position 9). It is a modulator of histone chaperone FACT (FAcilitates Chromatin Transcription) - interaction of CBL0137 with the FACT complex results in simultaneous NF-kappa beta suppression, Heat Shock Transcription Factor 1 (HSF1) suppression and p53 activation - and shows antitumour effects in animal models of various cancers. It has a role as a NF-kappaB inhibitor, a p53 activator, an antineoplastic agent and an apoptosis inducer. It is a member of carbazoles, a secondary amino compound, a tertiary amino compound, an aromatic ketone and a methyl ketone. CC(C)NCCN1C2=C(C=C(C=C2)C(=O)C)C3=C1C=CC(=C3)C(=O)C